bis(4-methoxy-benzyl)-amine COC1=CC=C(CNCC2=CC=C(C=C2)OC)C=C1